3-((2-((4,4-difluorocyclohexyl)amino)-6-(3-fluoro-1H-pyrazol-1-yl)pyrimidin-4-yl)oxy)cyclobutan-1-one FC1(CCC(CC1)NC1=NC(=CC(=N1)OC1CC(C1)=O)N1N=C(C=C1)F)F